5-((1-(2-methyl-5-((5-(trifluoromethyl)pyridin-3-yl)carbamoyl)phenyl)azetidin-3-yl)oxy)nicotinamide CC1=C(C=C(C=C1)C(NC=1C=NC=C(C1)C(F)(F)F)=O)N1CC(C1)OC=1C=NC=C(C(=O)N)C1